The molecule is an organophosphate oxoanion arising from deprotonation of the phosphate and diphosphate OH groups of CoA-disulfide; major species at pH 7.3. It is a conjugate base of a CoA-disulfide. CC(C)(COP(=O)([O-])OP(=O)([O-])OC[C@@H]1[C@H]([C@H]([C@@H](O1)N2C=NC3=C(N=CN=C32)N)O)OP(=O)([O-])[O-])[C@H](C(=O)NCCC(=O)NCCSSCCNC(=O)CCNC(=O)[C@@H](C(C)(C)COP(=O)([O-])OP(=O)([O-])OC[C@@H]4[C@H]([C@H]([C@@H](O4)N5C=NC6=C(N=CN=C65)N)O)OP(=O)([O-])[O-])O)O